NC1=NC(N(C=C1F)[C@@H]1O[C@@]([C@H]([C@@H]1F)O)(CO)CBr)=O 4-amino-1-[(2R,3S,4R,5R)-5-(bromomethyl)-3-fluoro-4-hydroxy-5-(hydroxymethyl)oxolan-2-yl]-5-fluoropyrimidin-2-one